CC=1C=C(C=CC1)CCOC1=CC=C2C=CNC2=C1 6-(3-methylphenylethoxy)-1H-indole